3-(2-propynyl)-1-[p-(trifluoromethyl)phenyl]urea C(C#C)NC(NC1=CC=C(C=C1)C(F)(F)F)=O